8-methoxy-2-(2,2,2-trifluoroethyl)-3,4-dihydroisoquinolin-1-one COC=1C=CC=C2CCN(C(C12)=O)CC(F)(F)F